C(C)(C)(C)N(C(O)=O)[C@@H](CO)C1=CC=C(C=C1)C=1C=NC=CC1.NC1=NC(=CC(=N1)N[C@H](C)CCC)CC1=C(C=C(C=C1)C(=O)N1CCNCC1)OC (R)-2-amino-6-(2-methoxy-4-(piperazine-1-carbonyl)benzyl)-4-(pentan-2-ylamino)pyrimidine tert-butyl-(R)-(2-hydroxy-1-(4-(pyridin-3-yl)phenyl)ethyl)carbamate